COC=1C(=CC=2C(=C3C(=NC2C1)CCC3)NC3CCN(CC3)C(=O)N)OC 4-({6,7-dimethoxy-1H,2H,3H-cyclopenta[b]quinolin-9-yl}amino)piperidine-1-carboxamide